C1(CC1)C(C(F)(F)C=1C(=C(C=CC1)[C@@H](C)NC(OC(C)(C)C)=O)F)(C#C[Si](C)(C)C)O tert-butyl [(1R)-1-{3-[2-cyclopropyl-1,1-difluoro-2-hydroxy-4-(trimethylsilyl)but-3-yn-1-yl]-2-fluorophenyl}ethyl]carbamate